4-methoxynaphthalen-1-ylmethanone COC1=CC=C(C2=CC=CC=C12)C=O